dimethyl-(octyl)silane C[SiH](CCCCCCCC)C